CC(C)(C(C)(C)C)O 2,3,3-trimethyl-2-butanol